[O-]CCCC.[Sb+3].[O-]CCCC.[O-]CCCC antimony(III) n-butoxide